FC(C)(F)C1=NC=CC(=N1)NC1=CC(=NC=C1C1=NC(=CN=C1)OCCOC)NC(C)=O N-(4-((2-(1,1-difluoroethyl)pyrimidin-4-yl)amino)-5-(6-(2-methoxyethoxy)pyrazin-2-yl)pyridin-2-yl)acetamide